NC=1C(=C(C(=O)[O-])C(=CC1C(F)(F)F)F)C 3-amino-6-fluoro-2-Methyl-4-(trifluoromethyl)benzoate